3-(2-methoxyphenyl)-N-(5-((tetrahydro-2H-pyran-2-yl)methoxy)-1,3,4-thiadiazol-2-yl)isonicotinamide COC1=C(C=CC=C1)C1=C(C(=O)NC=2SC(=NN2)OCC2OCCCC2)C=CN=C1